2-amino-6-chloro-5-methoxynicotinonitrile NC1=C(C#N)C=C(C(=N1)Cl)OC